((1-(3-((1r,3r)-3-Hydroxycyclobutyl)-2-(isoindolin-2-yl)-6-methyl-4-oxo-3,4-dihydro-quinazolin-8-yl)ethyl)amino)benzoic acid OC1CC(C1)N1C(=NC2=C(C=C(C=C2C1=O)C)C(C)NC1=C(C(=O)O)C=CC=C1)N1CC2=CC=CC=C2C1